C(=O)(OCCCCCCCCCCCCCCCCCCCCCC)OOC(=O)[O-] behenyl peroxydicarbonate